(R)-3-(1-Acryloylpiperidin-3-yl)-7-amino-1-(4-(4-fluorophenoxy)phenyl)-1,5-dihydro-4H-pyrazolo[3,4-d]pyridazin-4-on C(C=C)(=O)N1C[C@@H](CCC1)C1=NN(C=2C(=NNC(C21)=O)N)C2=CC=C(C=C2)OC2=CC=C(C=C2)F